(3-chloro-6-fluorobenzo[b]thiophen-2-yl)(2,6-dimethylphenyl)methanone ClC=1C2=C(SC1C(=O)C1=C(C=CC=C1C)C)C=C(C=C2)F